4-(3,4,5-trimethoxyphenyl)-1,6-dihydropyrimidine-5-carbonitrile COC=1C=C(C=C(C1OC)OC)C=1N=CNCC1C#N